C[Si](CC[Si](OCC)(C)C)(OCC)C 1,2-bis(dimethylethoxysilyl)ethane